O.P(=O)(O)(O)[O-].[Na+] sodium dihydrogen phosphate, hydrate